tert-Butyl (3S)-3-formylpiperidine-1-carboxylate C(=O)[C@@H]1CN(CCC1)C(=O)OC(C)(C)C